ClC=1C2=C(N=CN1)N(C=C2C2=CC=CC=C2)C2=CC=CC=C2 4-Chloro-5,7-diphenyl-7H-pyrrolo[2,3-d]pyrimidine